The molecule is a dithiane that is cyclohexane in which the -CH2- units at positions 1 and 2 have been replaced by sulfur atoms. C1CSCCS1